7-mercapto-3-methyl-isobenzofuran-1(3H)-one SC=1C=CC=C2C(OC(C12)=O)C